C1(=CC=CC=C1)P(CCNCCP(C1=CC=CC=C1)C1=CC=CC=C1)C1=CC=CC=C1 bis(2-(diphenylphosphino)ethyl)amine